COC1=CC(=C(C=C1)NC1=NC(=NC=C1)C)C#CC(C)C N-[4-methoxy-2-(3-methylbut-1-ynyl)phenyl]-2-methyl-pyrimidin-4-amine